COC1=CC=C(C=2SC3=C(C21)C=CC=C3F)F methoxy-4,6-difluorodibenzo[b,d]thiophene